ClCC(=O)NC=1C(=NC(=CC1N1CCOCC1)Cl)NC 2-chloro-N-(6-chloro-2-(methylamino)-4-morpholinopyridin-3-yl)acetamide